CC1=C(C=2N(N=C1N1CC=3C=C(C=NC3CC1)N1C[C@H](OCC1)C)C(C=CN2)=O)C (R)-8,9-dimethyl-7-(3-(2-methylmorpholino)-7,8-dihydro-1,6-naphthyridin-6(5H)-yl)-4H-pyrimido[1,2-b]pyridazin-4-one